OCCCCCCPNC=O N-(6-hydroxyhexyl)phosphinocarboxamide